N-(2,4-Dimethoxybenzyl)-2-hydroxy-2-methylpropane-1-sulfonamide COC1=C(CNS(=O)(=O)CC(C)(C)O)C=CC(=C1)OC